N,N-dimethyl-propan-2-amine CN(C(C)C)C